CC=1C=C2C(=NC1)NC=C2C2=CC=1N(C=C2)N=CC1C=1C=NN(C1)C 5-methyl-3-(3-(1-methyl-1H-pyrazol-4-yl)pyrazolo[1,5-a]pyridin-5-yl)-1H-pyrrolo[2,3-b]pyridine